ClC=1C(=NC(=NC1)C(=O)N[C@@H]1C(N(C2=C(OC1)C=C(C=N2)Cl)C)=O)C2=C(C=CC(=C2)F)F (S)-5-chloro-N-(8-chloro-5-methyl-4-oxo-2,3,4,5-tetrahydropyrido[3,2-b]-[1,4]oxazepin-3-yl)-4-(2,5-difluorophenyl)pyrimidine-2-carboxamide